C(OC1=CC=CC=C1)(OC(C(F)(F)F)C=1C=NC=C(C1)C1=NC=C(N=C1)N[C@H](C)C1=CC=C(C=C1)F)=S O-phenyl O-(2,2,2-trifluoro-1-(5-(5-(((R)-1-(4-fluorophenyl)ethyl)amino)pyrazin-2-yl)pyridin-3-yl)ethyl) carbonothioate